C(CC)C(CO)CCC(C)C 2-Propyl-5-methyl-hexanol